C(C1=CC=CC=C1)OC(=O)N(C)C[C@H]1N(C[C@@H](C1)O[Si](C)(C)C(C)(C)C)C(=O)OC(C)(C)C tert-butyl (2S,4R)-2-((((benzyloxy)carbonyl)(methyl)amino)methyl)-4-((tert-butyldimethylsilyl)oxy)pyrrolidine-1-carboxylate